NC(C(=O)O)\C=C/CP(=O)(O)O (Z)-2-amino-5-phosphono-pent-3-enoic acid